benzyl (3-amino-3-(3-chloro-2-methylphenyl)cyclobutyl)carbamate NC1(CC(C1)NC(OCC1=CC=CC=C1)=O)C1=C(C(=CC=C1)Cl)C